N-[(1-amino-6-isoquinolinyl)methyl]-2,5-dichloro-pyridine-3-carboxamide NC1=NC=CC2=CC(=CC=C12)CNC(=O)C=1C(=NC=C(C1)Cl)Cl